(3S)-3-({1-cyclopentyl-5-[2-(trifluoromethyl)phenyl]-1H-pyrazol-3-yl}formamido)-5-(3,3-difluoropiperidin-1-yl)-N-methyl-N-(1,3-oxazol-2-yl)pentanamide C1(CCCC1)N1N=C(C=C1C1=C(C=CC=C1)C(F)(F)F)C(=O)N[C@H](CC(=O)N(C=1OC=CN1)C)CCN1CC(CCC1)(F)F